4-(1-carbamimidoyl-1,2,3,6-tetrahydropyridin-4-yl)-N-[4-(1-carbamimidoyl-1,2,3,6-tetrahydropyridin-4-yl)-3-methoxyphenyl]thiophene-2-carboxamide C(N)(=N)N1CCC(=CC1)C=1C=C(SC1)C(=O)NC1=CC(=C(C=C1)C=1CCN(CC1)C(N)=N)OC